N1CCC(CC1)CS(=O)(=O)N1[C@H]2CC(C[C@@H]1CC2)NC(=O)C2=NOC(=C2)C2OCCC2 N-((1R,3r,5S)-8-((Piperidin-4-ylmethyl)sulfonyl)-8-azabicyclo[3.2.1]octan-3-yl)-5-(tetrahydrofuran-2-yl)isoxazole-3-carboxamide